C(C)(C)(C)OC(=O)N[C@@H](C(=O)O)CC1=CC=C(C=C1)[N+](=O)[O-] (R)-2-((tert-butoxycarbonyl)amino)-3-(4-nitrophenyl)propanoic acid